7-fluoro-3-(2-(isopropyl(methyl)amino)ethyl)-1H-indol-5-ol FC=1C=C(C=C2C(=CNC12)CCN(C)C(C)C)O